ClC1=CC=C(C=C1)S(=O)(=O)NC[C@H]1CN(C(O1)=O)C1=CC(=C(C=C1)N1CCOCC1)F (R)-4-chloro-N-((3-(3-fluoro-4-morpholinophenyl)-2-oxooxazolidin-5-yl)methyl)benzenesulfonamide